[Zn].N1CCNCC1 piperazine zinc